ClC=1C(=C(C=CC1F)N(C(=O)[C@H]1N(C(NC1)=O)C1=NC=2CCCCC2C(=C1)C(F)(F)F)C)F (S)-N-(3-chloro-2,4-difluorophenyl)-N-methyl-2-oxo-3-(4-(trifluoromethyl)-5,6,7,8-tetrahydroquinolin-2-yl)imidazolidine-4-carboxamide